Cl.C(C)C1NCC2(CCC2)C1 7-ethyl-6-azaspiro[3.4]octane hydrochloride